C(#C)[C@@]1(O[C@H](C=C1)N1C(NC(C(=C1)C)=O)=O)CO[P@@](=O)(OC1=CC=CC=C1)N[C@@H](C)C(=O)OC(C)C Isopropyl ((R)-(((2R,5R)-2-Ethynyl-5-(5-methyl-2,4-dioxo-3,4-dihydropyrimidin-1(2H)-yl)-2,5-dihydrofuran-2-yl)methoxy)(phenoxy)phosphoryl)-L-alaninate